FC1(CC2(C1)NC(N(C2)CC2=CC=1N(N=C2)C=C(N1)[C@@H](NC(=O)C1=CC=NN1C(C)C)C1CCC(CC1)(F)F)=O)F (S)-N-((7-((2,2-Difluoro-6-oxo-5,7-diazaspiro[3.4]octan-7-yl)methyl)imidazo[1,2-b]pyridazin-2-yl)(4,4-difluorocyclohexyl)methyl)-1-isopropyl-1H-pyrazole-5-carboxamide